C1(CC1)C1=NNC(=C1)C(=O)N1CCCC2=CC(=CC=C12)C1(CCC1)C(=O)NC1=CC=C(C=C1)F 1-[1-(3-cyclopropyl-1H-pyrazole-5-carbonyl)-1,2,3,4-tetrahydroquinolin-6-yl]-N-(4-fluorophenyl)cyclobutane-1-carboxamide